butyloctadeca-9,12-dienoate C(CCC)OC(CCCCCCCC=CCC=CCCCCC)=O